C(C1=CC=CC=C1)OC1=C(C=NN1C)Br 5-benzyloxy-4-bromo-1-methyl-pyrazole